CC1=CC=CC=2N1N=C(C2)[C@@H]2N(CCC1=C2N=CN1)C=1OC(=NN1)C1=NC=CC=C1C (R)-2-(4-(7-methylpyrazolo[1,5-a]pyridin-2-yl)-1,4,6,7-tetrahydro-5H-imidazo[4,5-c]pyridin-5-yl)-5-(3-methylpyridin-2-yl)-1,3,4-oxadiazole